((E)-4-chlorobenzyl)-5-methoxy-2,3-dihydro-1H-inden-1-one-O-methyl oxime CON=C1C(CC2=CC(=CC=C12)OC)CC1=CC=C(C=C1)Cl